1-methyl-3-(naphthalen-2-yl)quinoxalin-2(1H)-one CN1C(C(=NC2=CC=CC=C12)C1=CC2=CC=CC=C2C=C1)=O